N1C(=NC2=C1C=CC=C2)C=2N=CN1C2N=NN(C1=O)CCOC(F)(F)F 8-(1H-benzo[d]imidazol-2-yl)-3-(2-(trifluoromethoxy)ethyl)imidazo[5,1-d][1,2,3,5]tetrazin-4(3H)-one